O.OC(=O)C(O)C(O)C(=O)O bitartrate monohydrate